7-cyclopropyl-1-phenylquinazolin-2,4(1H,3H)-dione C1(CC1)C1=CC=C2C(NC(N(C2=C1)C1=CC=CC=C1)=O)=O